C(#N)[C@]1(CC12CC2)C=2C=C1C=C(N=CC1=CC2)NC(=O)[C@H]2CN(CC2)C=2C=NN(C2)C (R)-N-(6-((S)-1-cyanospiro[2.2]pentan-1-yl)isoquinolin-3-yl)-1-(1-methyl-1H-pyrazol-4-yl)pyrrolidine-3-carboxamide